NC1=CC=CC(=N1)S(=O)(=O)NC(=O)C=1C(=NC=C(C1)C1=C(C=CC=C1)C(C)(C)C)OC1=C(C=C(C=C1C)C)C N-[(6-Amino-2-pyridyl)sulfonyl]-5-(2-tert-butylphenyl)-2-(2,4,6-trimethylphenoxy)pyridin-3-carboxamid